methyl 1-(4-bromo-2,6-dimethylbenzyl)piperidine-4-carboxylate BrC1=CC(=C(CN2CCC(CC2)C(=O)OC)C(=C1)C)C